4-[(2R)-3-(3,4-dihydro-1H-isoquinolin-2-yl)-2-hydroxy-propyl]-8-[[3-(hydroxymethyl)-1-piperidyl]methyl]-2,3-dihydro-1,4-benzoxazepin-5-one C1N(CCC2=CC=CC=C12)C[C@H](CN1CCOC2=C(C1=O)C=CC(=C2)CN2CC(CCC2)CO)O